2-n-amyl-1,3-propanediol C(CCCC)C(CO)CO